N=1C=CN2C1C=CC(=C2)C=2N=C1N(C(C2)=O)C=C(C=C1)N1CCNCC1 2-(imidazo[1,2-a]pyridin-6-yl)-7-(piperazin-1-yl)-4H-pyrido[1,2-a]pyrimidin-4-one